S1C(=NC2=C1C=CC=C2)NC(=O)C=2C=CC=C1CCN(CC21)C2=CC=C(C(=N2)C(=O)OC(C)(C)C)C2=C(C(=CC=C2)OCCC2CC1(C2)CCN(CC1)CC(=O)OCC)C tert-butyl 6-(8-(benzo[d]thiazol-2-ylcarbamoyl)-3,4-dihydroisoquinolin-2(1H)-yl)-3-(3-(2-(7-(2-ethoxy-2-oxoethyl)-7-azaspiro[3.5]nonan-2-yl)ethoxy)-2-methylphenyl)picolinate